2-[3-ethoxy-4-[4-[(1S)-3-hydroxy-1-methyl-propoxy]-6-[[2-(5-hydroxy-1-methyl-pyrazol-4-yl)pyrimidin-4-yl]amino]-3-pyridyl]pyrazol-1-yl]cyclopropanecarbonitrile C(C)OC1=NN(C=C1C=1C=NC(=CC1O[C@H](CCO)C)NC1=NC(=NC=C1)C=1C=NN(C1O)C)C1C(C1)C#N